myristoleic acid behenyl ester C(CCCCCCCCCCCCCCCCCCCCC)OC(CCCCCCC\C=C/CCCC)=O